7-bromo-2-iodo-3-(2,2,2-trifluoroethyl)benzo[b]thiophene BrC1=CC=CC2=C1SC(=C2CC(F)(F)F)I